4-((2'-(((1-(3,5-bis(trifluoromethyl)phenyl)-1-hydroxypropan-2-yl)(isopropyl)amino)methyl)-4-Chloro-6-methoxy-4'-(trifluoromethyl)-[1,1'-biphenyl]-3-yl)oxy)butanoic acid FC(C=1C=C(C=C(C1)C(F)(F)F)C(C(C)N(C(C)C)CC1=C(C=CC(=C1)C(F)(F)F)C1=CC(=C(C=C1OC)Cl)OCCCC(=O)O)O)(F)F